1,1,3,3-tetramethyl-divinyl-disiloxane C[Si](O[Si](C)(C)C=C)(C)C=C